bis-(tetramethylpiperidyl)magnesium CC1(C(N(CCC1)[Mg]N1C(C(CCC1)(C)C)(C)C)(C)C)C